(1-(5-bromobenzo[d]thiazol-2-yl)Cyclopropyl)Methanamine BrC=1C=CC2=C(N=C(S2)C2(CC2)CN)C1